methyl (4aR,10aS)-7-isopropyl-5,6-dimethoxy-1,1-dimethyl-1,3,4,9,10,10a-hexahydrophenanthrene-4a(2H)-carboxylate C(C)(C)C1=C(C(=C2[C@]3(CCCC([C@@H]3CCC2=C1)(C)C)C(=O)OC)OC)OC